1-ethyl-3-methylpyrrolidinium ethyl-sulfate C(C)OS(=O)(=O)[O-].C(C)[NH+]1CC(CC1)C